3-sulfopropyl-methacrylate S(=O)(=O)(O)CCCOC(C(=C)C)=O